N-(5-(ethylsulfonyl)-6-(2-(trifluoromethyl)pyrazolo[1,5-a]pyrimidin-5-yl)pyridin-2-yl)-O-methylhydroxylamine C(C)S(=O)(=O)C=1C=CC(=NC1C1=NC=2N(C=C1)N=C(C2)C(F)(F)F)NOC